CO[C@@H]1C[C@@H](CCC1)NC1=NC(=NC=C1C(=O)N)S(=O)(=O)C 4-((1R,3S)-3-methoxycyclohexylamino)-2-(methylsulfonyl)pyrimidine-5-carboxamide